3,4-dihydro-2H-benzo[b][1,4]oxazine-8-sulfonamide O1C2=C(NCC1)C=CC=C2S(=O)(=O)N